2-[[2-(4-Hydroxyanilino)-2-oxo-ethyl]sulfamoyl]-N-(2-pyrrolidin-1-ylethyl)benzamide OC1=CC=C(NC(CNS(=O)(=O)C2=C(C(=O)NCCN3CCCC3)C=CC=C2)=O)C=C1